ethyl 2-((1r,4r)-4-(((4-nitrophenoxy)carbonyl)oxy)cyclohexyl)acetate [N+](=O)([O-])C1=CC=C(OC(=O)OC2CCC(CC2)CC(=O)OCC)C=C1